(2s,5r)-5-(2-chlorophenyl)-1-(4-(pyridin-4-ylmethoxy)benzoyl)pyrrolidine-2-carboxylic acid ClC1=C(C=CC=C1)[C@H]1CC[C@H](N1C(C1=CC=C(C=C1)OCC1=CC=NC=C1)=O)C(=O)O